C(C1=CC=CC=C1)OCCN1N=C(C=C(C1=O)N=C=S)C1CC1 2-(2-(benzyloxy)ethyl)-6-cyclopropyl-4-isothiocyanatopyridazin-3(2H)-one